C(C)(C)(C)C=1C=C(C=C(C1OC)C(C)(C)C)P(C1=C(C2=C(OCO2)C=C1)C1=C(C=CC=2OCOC21)P(C2=CC(=C(C(=C2)C(C)(C)C)OC)C(C)(C)C)C2=CC(=C(C(=C2)C(C)(C)C)OC)C(C)(C)C)C2=CC(=C(C(=C2)C(C)(C)C)OC)C(C)(C)C (S)-(+)-5,5'-bis(bis(3,5-di-tert-butyl-4-methoxyphenyl)phosphino)-4,4'-bibenzo[d][1,3]dioxole